CC1=CN=C(S1)C=1C=C2C(=NC=NC2=CC1)N 6-(5-methylthiazol-2-yl)quinazolin-4-amine